N-[2-fluoro-4-methyl-5-(4,4,5,5-tetramethyl-1,3,2-dioxaborolan-2-yl)phenyl]-3-(trifluoromethoxy)pyrrolidine-1-carboxamide FC1=C(C=C(C(=C1)C)B1OC(C(O1)(C)C)(C)C)NC(=O)N1CC(CC1)OC(F)(F)F